Tributyltin 2,4-dichlorobenzoate ClC1=C(C(=O)[O-])C=CC(=C1)Cl.C(CCC)[Sn+](CCCC)CCCC